3-(n-Butyl)pyridine C(CCC)C=1C=NC=CC1